6-chloro-3-((1-(2,2-dicyclohexylacetyl)-4-hydroxypiperidin-4-yl)methyl)-7-(4-((3R,6S)-6-methylmorpholin-3-yl)phenyl)-3,7-dihydro-4H-pyrrolo[2,3-d]pyrimidin-4-one ClC1=CC2=C(N=CN(C2=O)CC2(CCN(CC2)C(C(C2CCCCC2)C2CCCCC2)=O)O)N1C1=CC=C(C=C1)[C@H]1NC[C@@H](OC1)C